benzyl N-[(7R)-3-cyclopropyl-5-[(3-fluorocyclobutyl)sulfamoyl]-7,8-dihydro-6H-cyclopenta[g]isoquinolin-7-yl]carbamate C1(CC1)C=1N=CC2=CC3=C(C(=C2C1)S(NC1CC(C1)F)(=O)=O)C[C@@H](C3)NC(OCC3=CC=CC=C3)=O